FC=1C(=NC(=NC1)NC=1C=NN(C1)C(C)C)OCC1CCCCC1 (1R,4R)-4-(((5-fluoro-2-((1-isopropyl-1H-pyrazol-4-yl)amino)pyrimidin-4-yl)oxy)methyl)cyclohexan